4,4-Bis(octyloxy)butyric acid C(CCCCCCC)OC(CCC(=O)O)OCCCCCCCC